S1C=NC2=C1C=CC(=C2)C(=O)[O-] 1,3-benzothiazole-5-carboxylate